3-methyl-N-(3-(N-methyl-N-phenylsulfamoyl)phenyl)isoxazole-5-carboxamide CC1=NOC(=C1)C(=O)NC1=CC(=CC=C1)S(N(C1=CC=CC=C1)C)(=O)=O